N=1C(=NN2C1C=NC=C2)NC(OCCCC)=O Butyl [1,2,4]Triazolo[1,5-a]pyrazin-2-ylcarbamate